6-fluoro-5-methoxythiazolo[5,4-b]pyridin-2-amine FC=1C=C2C(=NC1OC)SC(=N2)N